OC1=C(C(=CC(=C1)C(F)(F)F)C)C=1C=CC=2C(N1)=NN(C2)C2C(COC2)O 4-[6-[2-hydroxy-6-methyl-4-(trifluoromethyl)phenyl]pyrazolo[3,4-b]pyridin-2-yl]tetrahydrofuran-3-ol